C(C)(C)(C)OC(=O)N(CCCCCCC(=O)O)C 7-[tert-butoxycarbonyl(methyl)amino]heptanoic acid